1-phenyl-2-methyl-3-[2-(4-methoxyphenyl)-2-oxoethyl]Imidazole C1(=CC=CC=C1)N1C(N(C=C1)CC(=O)C1=CC=C(C=C1)OC)C